C(CC)(=O)OC(C)COC(CC)=O (propanoyloxy)propan-2-yl propanoate